C(C)OC(NC1=C(C=C(C=C1)NCC1=CC=C(C=C1)F)N)=O N-(2-amino-4-(4-fluorobenzylamino)phenyl)carbamic acid ethyl ester